CSC\C(\C=O)=C\C (E)-2-((methylthio)methyl)but-2-enal